1-((1R,3r,5S)-3-(4-((3-chloro-4-(((Z)-2-(methyleneamino)but-2-en-1-yl)oxy)phenyl)amino)-7H-pyrrolo[2,3-d]pyrimidin-5-yl)-8-azabicyclo[3.2.1]octan-8-yl)prop-2-en-1-one ClC=1C=C(C=CC1OC/C(=C/C)/N=C)NC=1C2=C(N=CN1)NC=C2C2C[C@H]1CC[C@@H](C2)N1C(C=C)=O